OC(C(=O)O)C1=CC=C(C=C1)C1=CC=CC=C1 α-hydroxy-[1,1-biphenyl]-4-acetic acid